tert-butyl (S)-(1,4-oxazepan-6-yl)carbamate O1CCNC[C@@H](C1)NC(OC(C)(C)C)=O